C(#N)C=1C=CC(=C2C=CC=NC12)N1CC2(CC2(C1)C(F)(F)F)C(=O)NC[C@@H]1N(CCOC1)C(=O)OC(C)(C)C tert-butyl (3S)-3-{[(3-(8-cyanoquinolin-5-yl)-5-(trifluoromethyl)-3-azabicyclo[3.1.0]hexan-1-yl)formamido]methyl}morpholine-4-carboxylate